SCC1SCC(SC1)CS 2,5-dimercaptomethyl-1,4-dithiane